2-(but-2-yn-1-yl)-7-((2s,5r)-2,5-dimethyl-4-(1-(quinoxalin-6-yl)ethyl)piperazin-1-yl)-4-methyl-2,4-dihydro-5H-pyrazolo[4,3-b]pyridin-5-one C(C#CC)N1N=C2C(N(C(C=C2N2[C@H](CN([C@@H](C2)C)C(C)C=2C=C3N=CC=NC3=CC2)C)=O)C)=C1